C(C)C(C=O)C(CCC)O 2-ethyl-3-hydroxycaproaldehyde